2-Chloro-5-(methylsulfinyl)pyridine ClC1=NC=C(C=C1)S(=O)C